(3S)-1-(3-isothiazol-4-yl-1H-pyrrolo[2,3-b]pyridin-4-yl)-N-methyl-piperidin-3-amine S1N=CC(=C1)C1=CNC2=NC=CC(=C21)N2C[C@H](CCC2)NC